2-(2,6-Diisopropylphenyl)-5-(2,4,6-triisopropylphenyl)imidazo[1,5-a]pyridin-2-ium chloride [Cl-].C(C)(C)C1=C(C(=CC=C1)C(C)C)[N+]1=CN2C(C=CC=C2C2=C(C=C(C=C2C(C)C)C(C)C)C(C)C)=C1